3-(3-(((di-tert-butoxyphosphoryl)oxy)methyl)-2,4-dioxotetrahydropyrimidin-1(2H)-yl)-4-methoxybenzoic acid C(C)(C)(C)OP(=O)(OC(C)(C)C)OCN1C(N(CCC1=O)C=1C=C(C(=O)O)C=CC1OC)=O